CC(C(C)C)C=CCN 1,2-dimethylpropylallylamine